[Sb].[Mo] Molybdenum-antimony